ClC=1C=CC(=C(C1)CCNC(=O)C1=C(OC=2N=CN=C(C21)NC2(CC2)C)C)F N-[2-(5-chloro-2-fluorophenyl)ethyl]-6-methyl-4-[(1-methylcyclopropyl)amino]furo[2,3-d]pyrimidine-5-carboxamide